C(=C)C1=CC=2C(C3=CC(=CC(=C3SC2C=C1)CC)CC)=O 2-vinyl-5,7-diethyl-thioxanthone